Methyl 1-(5-chloro-2-((6-methoxy-2-methyl-1,2,3,4-tetrahydroisoquinolin-7-yl) amino) pyrimidin-4-yl)-3-methylindoline-3-carboxylate ClC=1C(=NC(=NC1)NC1=C(C=C2CCN(CC2=C1)C)OC)N1CC(C2=CC=CC=C12)(C(=O)OC)C